3-(4-(((3-((6-((2-(2,6-dioxopiperidin-3-yl)-1,3-dioxoisoindolin-5-yl)amino)-N-methylhexanamido)methyl)phenyl)thio)methyl)-1H-1,2,3-triazol-1-yl)-N-hydroxybenzamide O=C1NC(CCC1N1C(C2=CC=C(C=C2C1=O)NCCCCCC(=O)N(C)CC=1C=C(C=CC1)SCC=1N=NN(C1)C=1C=C(C(=O)NO)C=CC1)=O)=O